(2-(naphthalene-2-yl)phenyl)diphenylphosphine ethyl-2,2,3,3,3-pentafluoropropanoate C(C)OC(C(C(F)(F)F)(F)F)=O.C1=C(C=CC2=CC=CC=C12)C1=C(C=CC=C1)P(C1=CC=CC=C1)C1=CC=CC=C1